N-((2,6-dimethoxyphenyl)sulfonyl)-5-(pyridin-2-yl)quinoline-2-carboxamide COC1=C(C(=CC=C1)OC)S(=O)(=O)NC(=O)C1=NC2=CC=CC(=C2C=C1)C1=NC=CC=C1